N-(3-(5-cyclopropyl-2-(6-methoxypyridin-3-ylamino)pyrimidin-4-ylamino)phenyl)acrylamide C1(CC1)C=1C(=NC(=NC1)NC=1C=NC(=CC1)OC)NC=1C=C(C=CC1)NC(C=C)=O